C(#N)CC1CCC(CC1)N1C(=NC=2C1=C1C(=NC2)N(C=C1)S(=O)(=O)C1=CC=CC=C1)CNC(=N)C12CC3CC(CC(C1)C3)C2 (3R,5R,7R)-N-((1-((1R,4R)-4-(cyanomethyl)cyclohexyl)-6-(benzenesulfonyl)-1,6-dihydroimidazo[4,5-d]Pyrrolo[2,3-b]Pyridin-2-yl)methyl)adamantane-1-carboxamidine